C(C1=CC=CC=C1)OC(=O)C1(CC1)OCCO 1-(2-hydroxyethoxy)cyclopropane-1-carboxylic acid benzyl ester